FC(OC1=CC(=NN1)NC1=CN=CC(=N1)O[C@@H]1[C@@H](CN(CCC1)C(=O)OC(C)(C)C)C)F tert-butyl (3R,4S)-4-((6-((5-(difluoromethoxy)-1H-pyrazol-3-yl)amino)pyrazin-2-yl)oxy)-3-methylazepane-1-carboxylate